OCC1N(CCCC1)C(=O)OCCCC butyl 2-(hydroxymethyl)piperidine-1-carboxylate